Racemic-4-[2-(N-(3,3-difluorocyclohexyl)anilino)-2-oxoethyl]piperidine-1,4-dicarboxylic acid 1-tert-butyl 4-ethyl ester C(C)OC(=O)C1(CCN(CC1)C(=O)OC(C)(C)C)CC(=O)N(C1=CC=CC=C1)[C@H]1CC(CCC1)(F)F |r|